(S)-2-((tert-Butyldimethylsilyloxy)methyl)-3-methyl-5-oxo-5,6-dihydropyridine-1(2H)-carboxylic acid tert-butyl ester C(C)(C)(C)OC(=O)N1[C@@H](C(=CC(C1)=O)C)CO[Si](C)(C)C(C)(C)C